3-dodecyl-2-naphthalenesulfonic acid C(CCCCCCCCCCC)C=1C(=CC2=CC=CC=C2C1)S(=O)(=O)O